3-(1-((endo)-2-azabicyclo[2.1.1]hexan-5-yl)-2-ethyl-6-fluoro-7-(3-hydroxynaphthalen-1-yl)-4-methyl-1H-imidazo[4,5-c]quinolin-8-yl)propanenitrile C12NCC(C1N1C(=NC=3C(=NC=4C(=C(C(=CC4C31)CCC#N)C3=CC(=CC1=CC=CC=C31)O)F)C)CC)C2